C(C)C(C(C)OCC)OC(C(C)OCC)CC 1-ethyl-2-ethoxy-propyl ether